2-amino-3-(pyridin-3-yl)propanoic acid NC(C(=O)O)CC=1C=NC=CC1